1-Hexadecanoyl-sn-Glycero-3-Phosphocholine C(CCCCCCCCCCCCCCC)(=O)OC[C@@H](O)COP(=O)([O-])OCC[N+](C)(C)C